(S)-5-methyl-4-oxo-3-(tritylamino)-2,3,4,5-tetrahydrobenzo[b][1,4]oxazepine CN1C2=C(OC[C@@H](C1=O)NC(C1=CC=CC=C1)(C1=CC=CC=C1)C1=CC=CC=C1)C=CC=C2